pyridine-2,6-dicarboxamidine dihydrochloride Cl.Cl.N1=C(C=CC=C1C(=N)N)C(=N)N